1-(5-(2-fluorophenyl)-1-((3-(3-methylbut-1-yn-1-yl)phenyl)sulfonyl)-1H-pyrrol-3-yl)-N-methylmethanamine FC1=C(C=CC=C1)C1=CC(=CN1S(=O)(=O)C1=CC(=CC=C1)C#CC(C)C)CNC